4-fluoro-4-(methoxy-methyl)-1-((4-phenoxybutyryl)glycyl)pyrrolidine-2-carboxamide FC1(CC(N(C1)C(CNC(CCCOC1=CC=CC=C1)=O)=O)C(=O)N)COC